(4E)-4,6-heptadien-1-ol C(CC\C=C\C=C)O